(2r,5s)-4-(1-(4-cyanopyridin-2-yl)-3-(trifluoromethyl)-1H-pyrrolo[3,2-c]pyridin-4-yl)-2,5-dimethylpiperazine-1-carboxylic acid tert-butyl ester C(C)(C)(C)OC(=O)N1[C@@H](CN([C@H](C1)C)C1=NC=CC2=C1C(=CN2C2=NC=CC(=C2)C#N)C(F)(F)F)C